[1-[6-(methoxycarbonylamino)-3-pyridyl]imidazo[4,5-c]pyridine-6-carbonyl]oxylithium Lithium hydroxide hydrate O.[OH-].[Li+].COC(=O)NC1=CC=C(C=N1)N1C=NC=2C=NC(=CC21)C(=O)O[Li]